O1C(=CC=C1)C(CO)=O 1-(2-furyl)-2-hydroxy-ethanone